6-acetyl-2-[[5-[4-[4-[(1S)-1-chloroethyl]phenyl]piperazin-1-yl]-2-pyridyl]amino]-8-cyclopentyl-5-methyl-pyrido[2,3-d]pyrimidin-7-one C(C)(=O)C1=C(C2=C(N=C(N=C2)NC2=NC=C(C=C2)N2CCN(CC2)C2=CC=C(C=C2)[C@H](C)Cl)N(C1=O)C1CCCC1)C